5-amino-8-[2-(hydroxymethyl)-6-methoxy-4-pyridinyl]-2-[(1-methylimidazol-2-yl)methyl]-7-phenyl-[1,2,4]triazolo[4,3-c]pyrimidin-3-one NC1=NC(=C(C=2N1C(N(N2)CC=2N(C=CN2)C)=O)C2=CC(=NC(=C2)OC)CO)C2=CC=CC=C2